2-butyl octyl-sulfosuccinate C(CCCCCCC)C(C(=O)OC(C)CC)(CC(=O)[O-])S(=O)(=O)O